5-allyl-5-(2-bromo-allyl)-barbiturate C(C=C)C1(C(NC(NC1=O)=O)=O)CC(=C)Br